((1-Fluorocyclobutyl)methyl)-3-iodo-6-(4-nitro-1-(tetrahydro-2H-pyran-2-yl)-1H-pyrazol-3-yl)-1H-pyrazolo[4,3-c]pyridine FC1(CCC1)CN1N=C(C=2C=NC(=CC21)C2=NN(C=C2[N+](=O)[O-])C2OCCCC2)I